ClC=1N=C(C2=C(N1)N=C(C(=C2)F)Cl)Cl 2,4,7-trichloro-6-fluoropyrido[2,3-d]pyrimidine